tert-butyl (2R,5S)-4-(8-(hydroxymethyl)-3-methyl-9-(methyl-d3)-2-oxo-3,9-dihydro-2H-purin-6-yl)-2,5-dimethylpiperazine-1-carboxylate OCC=1N(C=2N(C(N=C(C2N1)N1C[C@H](N(C[C@@H]1C)C(=O)OC(C)(C)C)C)=O)C)C([2H])([2H])[2H]